N-(2,6-dibromo-4-(perfluoropropan-2-yl)phenyl)-2-fluorobenzamide BrC1=C(C(=CC(=C1)C(C(F)(F)F)(C(F)(F)F)F)Br)NC(C1=C(C=CC=C1)F)=O